NC1=NN2C(C=C(C=C2)C=2C=NN(C2)CC(=O)NC2=CC=C(C=C2)C2CC(C2)(F)F)=N1 2-[4-(2-Amino-[1,2,4]triazolo[1,5-a]pyridin-7-yl)pyrazol-1-yl]-N-[4-(3,3-difluorocyclobutyl)phenyl]acetamide